C(C)(C)(C)[C@@H]1N(CCN(C1C)C=1C2=C(N=CN1)N(C=C2C2CC2)C2CC(C2)C#N)C(=O)OCC2CCN(CC2)C2=NC=C(C=N2)Cl (1-(5-Chloropyrimidin-2-yl)piperidin-4-yl)methanol tert-butyl-(S)-4-(7-(3-cyanocyclobutyl)-5-cyclopropyl-7H-pyrrolo[2,3-d]pyrimidin-4-yl)-3-methylpiperazine-1-carboxylate